C(C)OC(=O)C1=C(N=C2N1C=CC(=C2)Br)C=O 7-Bromo-2-formyl-imidazo[1,2-a]pyridine-3-carboxylic acid ethyl ester